Tert-butyl (1S,2S,5R)-3-(5-bromo-8-methoxy-2-(methylthio)pyrido[3,4-d]pyrimidin-4-yl)-2-(hydroxymethyl)-3,8-diazabicyclo[3.2.1]octane-8-carboxylate BrC1=CN=C(C=2N=C(N=C(C21)N2[C@@H]([C@@H]1CC[C@H](C2)N1C(=O)OC(C)(C)C)CO)SC)OC